6-(2,2,2-trifluoroacetyl)-5,6,7,8-tetrahydrooxazolo[4,5-g]isoquinolin-2(1H)-one FC(C(=O)N1CC=2C=C3C(=CC2CC1)NC(O3)=O)(F)F